NC1=CC=C(C=C1)C1=CC=CC=C1 (14R)-4-aminobiphenyl